N1CCC(CC1)N1NN=C2C1=CC=C(C2=O)C(F)(F)F 1-(piperidin-4-yl)-5-(trifluoromethyl)-1H-benzo[d][1,2,3]triazolone